O=C1NC(CCC1N1C(C2=CC=C(C=C2C1=O)N1CCC(CC1)CCN1CCC2(CCN(CC2)C2=CC=C(C=C2)[N+](=O)[O-])CC1)=O)=O 2-(2,6-dioxo-3-piperidyl)-5-[4-[2-[3-(4-nitrophenyl)-3,9-diazaspiro[5.5]undecan-9-yl]ethyl]-1-piperidyl]isoindoline-1,3-dione